CC(C)(C)C1=C(C(=CC(=C1)C)CC1=C(C(=CC(=C1)C)C(C)(C)C)O)OC(C=C)=O 2-(1,1-dimethylethyl)-6-[[3-(1,1-dimethylethyl)-2-hydroxy-5-methylphenyl]-methyl]-4-methylphenylacrylat